C(C1=CC=CC=C1)N1C[C@H](NC[C@H]1CN1[C@@H](COC[C@H]1C)C)C (2R,5S)-4-benzyl-5-((3R,5R)-3,5-dimethyl-morpholin-4-ylmethyl)-2-methyl-piperazine